OC=1N=CC2=C(N1)N1C(C(=C2)C=2C=C(C=CC2C)NC(C2=NC=CC(=C2)C(F)(F)F)=O)=NCC1 N-(3-(2-hydroxy-8,9-dihydroimidazo[1',2':1,6]pyrido[2,3-d]pyrimidin-6-yl)-4-methylphenyl)-4-(trifluoromethyl)picolinamide